BrC1=CC2=C(N=C(N=C2Cl)Cl)N=C1 6-bromo-2,4-dichloropyrido[2,3-d]pyrimidine